ClC1=C2C(=NC3=CC=CC=C13)C1=CC=CC=C1N2 11-chloro-10H-indolo[3,2-b]quinoline